C1(CC1)CN1N=C(C=C1)C=1C(=NOC1C)C1[C@H]2CNC[C@@H]12 (1R,5S,6r)-6-{4-[1-(cyclopropylmethyl)-1H-pyrazol-3-yl]-5-methyl-1,2-oxazol-3-yl}-3-azabicyclo[3.1.0]Hexane